ClC=1C=CC(=C(C1)C1=CC(NC=C1OC)=O)N1N=NC(=C1)Cl 4-(5-chloro-2-(4-chloro-1H-1,2,3-triazol-1-yl)phenyl)-5-methoxypyridine-2(1H)-one